C1=2CC(CCCCC2CCC1)=O bicyclo[6.3.0]undec-1(8)-en-3-one